SC(C(=O)OCCOCCOCCOCCOC(C(C)S)=O)C tetraethylene glycol bis(2-mercaptopropionate)